ClC1=C(C(=CC=C1)Cl)CNC=1C2=C(NN1)C1=CC(=C(C=C1C2=O)OC)OC 3-{[(2,6-dichlorophenyl)methyl]amino}-6,7-dimethoxy-1H,4H-indeno[1,2-c]pyrazol-4-one